2,6-difluoro-4-{2-[2-(4-methoxynaphthalene-1-sulfonamido)phenyl]ethynyl}benzoic acid FC1=C(C(=O)O)C(=CC(=C1)C#CC1=C(C=CC=C1)NS(=O)(=O)C1=CC=C(C2=CC=CC=C12)OC)F